8,15-dioxa-4,10,20,21-tetraazapentacyclo[14.5.2.12,6.110,13.019,22]pentacosa-1(21),2(25),3,5,16(23),17,19(22)-heptaen-9-one C=12C=3C=NC=C(COC(N4CCC(COC=5C=CC(NN1)=C2C5)C4)=O)C3